N-methyl-trifluoromethanesulfonyl-(3-(2-((3,5-dichlorophenyl)ethynyl)-6-chlorophenyl))propanamine CNC(CCC1=C(C=CC=C1Cl)C#CC1=CC(=CC(=C1)Cl)Cl)S(=O)(=O)C(F)(F)F